BrC1=NC(=CC(=C1)O)C(C)(C)O 2-bromo-4-hydroxy-6-(2-hydroxypropan-2-yl)pyridine